(S)-N-Methoxy-3-methyl-2-(2-((S)-5-thioxo-1-(2,3,5-trifluorobenzyl)-pyrrolidin-2-yl)acetamido)butanamide CONC([C@H](C(C)C)NC(C[C@H]1N(C(CC1)=S)CC1=C(C(=CC(=C1)F)F)F)=O)=O